1-methyl-3-(prop-1-en-2-yl)-4-(p-tolyl)isoquinoline 2-oxide CC1=[N+](C(=C(C2=CC=CC=C12)C1=CC=C(C=C1)C)C(=C)C)[O-]